C(C1=CC=CC=C1)N1CC=CC1 N-benzyl-2,5-dihydropyrrole